OCCCCC(C)(C)[C@@H]1N(C(OC1)(C)C)C(=O)OC(C)(C)C Tert-butyl (S)-4-(6-hydroxy-2-methylhex-2-yl)-2,2-dimethyloxazolidine-3-carboxylate